C(C1=CC=CC=C1)N1CCC(CC1)CCNC(C1=CC(=C(C=C1)Cl)C1=NC2=CC=CC=C2C=C1C#N)=O N-[2-(1-benzylpiperidin-4-yl)ethyl]-4-chloro-3-(3-cyanoquinolin-2-yl)benzamide